NCC(C#N)(C)C 3-amino-2,2-dimethylpropanenitrile